N-(3,4-dimethyl-2-nitrophenyl)acetamide CC=1C(=C(C=CC1C)NC(C)=O)[N+](=O)[O-]